4-(5-(4-amino-4-methylpiperidin-1-yl)-8-(3-hydroxy-4-methylphenyl)imidazolo[1,2-c]pyrimidin-7-yl)-2-fluorobenzonitrile NC1(CCN(CC1)C1=NC(=C(C=2N1C=CN2)C2=CC(=C(C=C2)C)O)C2=CC(=C(C#N)C=C2)F)C